COC1=NC(=CC(=C1C#N)C)N1N=NC(=C1)CN1C[C@H](NCC1)C=1C(=C2COC(C2=CC1)=O)C (R)-2-methoxy-4-methyl-6-(4-((3-(4-methyl-1-oxo-1,3-dihydroisobenzofuran-5-yl)piperazin-1-yl)methyl)-1H-1,2,3-triazol-1-yl)pyridine-3-carbonitrile